CC=1C=C(C=CC1)C1=C(C(=C(C(=C1C1=CC=C(C=C1)NC1=CC=CC=C1)C1=CC=CC=C1)N)NC1=CC=CC=C1)C1=CC(=CC=C1)C bis(3-methylphenyl)amino[phenyl]-N,N'-diphenyl-[1,1'-biphenyl]-4,4'-diamine